NC1=NC=2C=C(C(=CC2C2=C1C=NN2C)C(=O)N(NC(OCC)=O)CC2=NC=C(C=C2)C(F)(F)F)F ethyl N-[(4-amino-7-fluoro-1-methyl-pyrazolo[4,3-c]quinoline-8-carbonyl)-[[5-(trifluoromethyl)-2-pyridyl]methyl]amino]carbamate